(3E)-N,N,N',N'-tetrakis(2-thienylmethyl)hex-3-enediamide S1C(=CC=C1)CN(C(C\C=C\CC(=O)N(CC=1SC=CC1)CC=1SC=CC1)=O)CC=1SC=CC1